C(C1=CC=CC=C1)N1CC=2N(C(C1=O)C)N=CC2C=2N=CC=1N(C2)N=CC1C(=O)NC=1C(=NC=C(C1)NC(CN1C(CCC1)(C)C)=O)C 5-benzyl-N-(5-(2-(2,2-dimethylpyrrolidin-1-yl)acetamido)-2-methylpyridin-3-yl)-7-methyl-6-oxo-4,5,6,7-tetrahydro-[3,6'-bipyrazolo[1,5-a]pyrazine]-3'-carboxamide